(S)-1-(9-fluoro-1,3,4,5-tetrahydrobenzo[c]oxepin-1-yl)-N-methylmethanamine FC1=CC=CC2=C1[C@H](OCCC2)CNC